C(#N)C1=NC2=CC(=CC(=C2N=C1N1CCN(CC1)C=1C=CC=C2C(=NN(C12)C)C#N)[C@@H](C)NC1=C(C(=O)O)C=CC=C1)C (R)-2-((1-(2-cyano-3-(4-(3-cyano-1-methyl-1H-indazol-7-yl)piperazin-1-yl)-7-methylquinoxalin-5-yl)ethyl)amino)benzoic acid